C(#N)C=1C(=C(SC1)NC(CN1C(CCC2=CC=CC=C12)=O)=O)C1=NC=NN1 N-(4-cyano-3-(1H-1,2,4-triazol-5-yl)thiophen-2-yl)-2-(2-oxo-3,4-dihydroquinolin-1(2H)-yl)acetamide